C(CC(C)C)OC1=CC=C(C2=CC=CC=C12)OCCC(C)C 1,4-bis(isopentyloxy)naphthalene